FC=1C(=C2C=CN=CC2=C(C1)[C@@H](CO)O)CNC1CC(C1)OC1=CC(=C(C=C1)F)C(F)(F)F (S)-1-(6-fluoro-5-((((1r,3S)-3-(4-fluoro-3-(trifluoromethyl)phenoxy)cyclobutyl)amino)methyl)isoquinolin-8-yl)ethane-1,2-diol